COC1=CC=C(C=C1)C1=NN=C(O1)N 5-(4-methoxyphenyl)-1,3,4-oxadiazol-2-amine